C(C)N1C=NC2=C1C=NC=C2C2=C(N=C(C(=N2)C(=O)OC)NC2=CC=C(C=C2)N2CCOCC2)NC Methyl 6-(3-ethylimidazo[4,5-c]pyridin-7-yl)-5-(methylamino)-3-(4-morpholinoanilino)pyrazine-2-carboxylate